ClC1=CC(=CC=2C=3N(CCOC21)C=NC3)C(=O)NC3CCC(CC3)OCCOC 8-chloro-N-((1r,4r)-4-(2-methoxyethoxy)cyclohexyl)-5,6-dihydrobenzo[f]imidazo[1,5-d][1,4]oxazepine-10-carboxamide